(4R)-4-isopropyl-1-methyl-1-cyclohexen-4-ol C(C)(C)[C@@]1(CC=C(CC1)C)O